FC=1C(=C2C(=NC1)NC(=C2)I)C2CCN(CC2)C(=O)C2=C(C=C(C=C2)OC(F)(F)F)NC(OC(C)(C)C)=O tert-butyl N-[2-(4-{5-fluoro-2-iodo-1H-pyrrolo[2,3-b]pyridin-4-yl}piperidine-1-carbonyl)-5-(trifluoromethoxy)phenyl]carbamate